para-phenetidine CCOC1=CC=C(C=C1)N